FC(C(=O)O)(F)F.C1NCC12CCC(CC2)N2N=CC(=C2)C=2C=C(C=1N(C2)N=CC1C#N)C=1C=CC(=NC1)N1CCC(CC1)(C(=O)NC(C)C)C 1-[5-[6-[1-(2-azaspiro[3.5]nonan-7-yl)pyrazol-4-yl]-3-cyano-pyrazolo[1,5-a]pyridin-4-yl]-2-pyridyl]-N-isopropyl-4-methyl-piperidine-4-carboxamide trifluoroacetate